FC(COC1=CC=C(C(=N1)OC)N)F 6-(2,2-difluoroethoxy)-2-methoxypyridin-3-amine